C(C1=CC=CC=C1)N1CC(CC(C1)C=1C=NN(C1)C1=CC=C(C=C1)OC)OC=1C=C(C=CC1)NC(C(=O)OC)C1CC1 methyl 2-((3-((1-benzyl-5-(1-(4-methoxyphenyl)-1H-pyrazol-4-yl) piperidin-3-yl) oxy) phenyl) amino)-2-cyclopropylacetate